2-[6-amino-5-[8-[2-[3-[(1R,2S,4S,5S)-6-azatricyclo[3.2.1.02,4]oct-6-yl]prop-1-ynyl]-4-pyridinyl]-3,8-diazabicyclo[3.2.1]oct-3-yl]pyridazin-3-yl]phenol NC1=C(C=C(N=N1)C1=C(C=CC=C1)O)N1CC2CCC(C1)N2C2=CC(=NC=C2)C#CCN2[C@@H]1[C@H]3C[C@H]3[C@H](C2)C1